OC(C(=O)OC(C#CC(=O)O)[2H])C 4-((2-hydroxypropionyl)oxy)but-2-ynoic acid-4-d